fluorocarbon sulfur [S].F[C]